CC1(C(C(=CC2(CN(CCO2)C2=CN=NC=C2)C1)C#N)=O)C 10,10-dimethyl-9-oxo-4-(pyridazin-4-yl)-1-oxa-4-azaspiro[5.5]undec-7-ene-8-carbonitrile